C[Si](CCOC(=O)N1C=2C3=C(N(C=C3CCC1)CC(CCC)F)N=CN2)(C)C 5-(6-{[2-(trimethylsilyl)ethoxy]carbonyl}-6,7,8,9-tetrahydro-2H-2,3,5,6-tetraazabenzo[cd]azulen-2-yl)-4-fluoropentan